BrC1=C2C=NN(C2=CC(=C1\C=C/C=1C=NN(C1)CC1CN(CCC1)C(=O)OC(C)(C)C)Cl)C1OCCCC1 tert-butyl (Z)-3-((4-(2-(4-bromo-6-chloro-1-(tetrahydro-2H-pyran-2-yl)-1H-indazol-5-yl)vinyl)-1H-pyrazol-1-yl)methyl)piperidine-1-carboxylate